N-(5-Chloro-6-methoxy-benzothiazol-2-yl)-2-(4-cyano-phenoxy)-2-(4-ethanesulfonyl-phenyl)-acetamide ClC=1C(=CC2=C(N=C(S2)NC(C(C2=CC=C(C=C2)S(=O)(=O)CC)OC2=CC=C(C=C2)C#N)=O)C1)OC